4-formyl-7-methylcoumarin C(=O)C1=CC(OC2=CC(=CC=C12)C)=O